1,2-dioctadecyl-sn-glycero-3-phosphorylcholine C(CCCCCCCCCCCCCCCCC)OC[C@@H](OCCCCCCCCCCCCCCCCCC)COP(=O)(O)OCC[N+](C)(C)C